[Al].C(C)P(O)(=O)CC (diethylphosphinic acid) aluminum